C(#N)C=1C=NN2C1C(=CC(=C2)C=2C=NN(C2)[C@@H]2CN(CCC2)C(=O)OC(C)(C)C)SC2=NC=C(C=C2)F tert-butyl (3S)-3-[4-[3-cyano-4-[(5-fluoro-2-pyridyl)sulfanyl]pyrazolo[1,5-a]pyridin-6-yl]pyrazol-1-yl]piperidine-1-carboxylate